BrC=1C(=NC(=NC1)Cl)OC1=C(C=C(C=C1)NC(CC(=O)NC1=CC=C(C=C1)F)=O)F N1-(4-((5-Bromo-2-chloropyrimidin-4-yl)oxy)-3-fluorophenyl)-N3-(4-fluorophenyl)malonamide